1-benzyl-2-({2-[(4-chloro-2-fluorophenyl)methoxy]-3-(trifluoromethyl)-5,6,7,8-tetrahydro-1,7-naphthyridin-7-yl}methyl)-7-fluoro-1H-1,3-benzodiazole-6-carboxylic acid C(C1=CC=CC=C1)N1C(=NC2=C1C(=C(C=C2)C(=O)O)F)CN2CCC=1C=C(C(=NC1C2)OCC2=C(C=C(C=C2)Cl)F)C(F)(F)F